C(C)(=O)C1=CC=C(C=C1)SCCC(=O)O 3-[(4-ACETYLPHENYL)SULFANYL]PROPANOIC ACID